(1R)-2-[5-hydroxy-1-methyl-6-oxo-4-(phenylcarbamoyl)pyrimidin-2-yl]-1-phenyl-3,4-dihydro-1H-isoquinoline-6-carboxylic acid OC1=C(N=C(N(C1=O)C)N1[C@@H](C2=CC=C(C=C2CC1)C(=O)O)C1=CC=CC=C1)C(NC1=CC=CC=C1)=O